C1(CC1)[C@H]([C@@H](C1=CC=C(C=C1)F)N1C(C2=CC(=CC=C2C1)C=1OC(=NN1)C(F)F)=O)O |r| 2-[(1RS,2RS)-2-cyclopropyl-1-(4-fluorophenyl)-2-hydroxyethyl]-6-[5-(difluoromethyl)-1,3,4-oxadiazol-2-yl]-2,3-dihydro-1H-isoindol-1-one